COC=1C=C(C=CC1\C=C\C(=C)C)N1CCCCC1 (E)-1-(3-methoxy-4-(3-methylbutane-1,3-dien-1-yl)phenyl)piperidine